CC(C)OC1=C(C=O)C=C(C(=C1)C=O)OC(C)C 2,5-bis(2-propoxy)terephthalaldehyde